C(C1=CC(=C(N)C(=C1)CC)C)C1=CC(=C(N)C(=C1)CC)C 4,4'-methylenebis(2-methyl-6-ethylaniline)